C1CCC2=C(C=3CCCC3C=C12)NC(=O)N=[S@](=O)(N)C1=CN=C(S1)C(C)(C)OC (R)-N'-((1,2,3,5,6,7-hexahydro-s-indacen-4-yl)carbamoyl)-2-(2-methoxypropan-2-yl)thiazole-5-sulfonimidamide